(trifluoromethyl)[1,2,4]triazolo[1,5-c]quinazolin-5(6H)-one FC(F)(F)C1=NN2C(NC=3C=CC=CC3C2=N1)=O